3-((3S,4R)-1-benzyl-3-methylpiperidin-4-yl)-2-(3-methoxyoxetan-3-yl)-4-methylpyridine C(C1=CC=CC=C1)N1C[C@H]([C@@H](CC1)C=1C(=NC=CC1C)C1(COC1)OC)C